(1S,2S)-N-(2-(2-amino-4,6-dimethoxypyrimidin-5-yl)-1-methyl-1H-pyrrolo[2,3-c]pyridin-5-yl)-2-fluorocyclopropane-1-carboxamide NC1=NC(=C(C(=N1)OC)C1=CC=2C(=CN=C(C2)NC(=O)[C@H]2[C@H](C2)F)N1C)OC